FC(C1=CN=CC(=N1)CO)(F)F (6-(trifluoromethyl)pyrazin-2-yl)methanol